2-methyl-2-(phenylamino)propanoic acid CC(C(=O)O)(C)NC1=CC=CC=C1